O=C1N(CCC(N1)=O)C=1C(=CC(=C(C(=O)O)C1)F)C 5-(2,4-dioxotetrahydropyrimidin-1(2H)-yl)-2-fluoro-4-methylbenzoic acid